NC1=CC=CC(=N1)S(=O)(=O)NC(C1=C(N=C(C=C1)C1=CC(=CC(=C1)OCC(C)C)F)OC1C(CC1)C)=O N-((6-Aminopyridin-2-yl)sulfonyl)-6-(3-fluoro-5-isobutoxyphenyl)-2-(2-methylcyclobutoxy)nicotinamid